2-hexyl-decanol C(CCCCC)C(CO)CCCCCCCC